4-[3-[2,6-dichloro-4-[(2R)-2,4-dimethylpiperazin-1-yl]benzoyl]-2,4-dihydro-1,3-benzoxazin-8-yl]-5-fluoro-2-[methyl-[(3R)-oxolan-3-yl]amino]benzoic acid ClC1=C(C(=O)N2COC3=C(C2)C=CC=C3C3=CC(=C(C(=O)O)C=C3F)N([C@H]3COCC3)C)C(=CC(=C1)N1[C@@H](CN(CC1)C)C)Cl